tert-butyl 4-(8-methyl-2-methylsulfanyl-7-oxo-pyrido[2,3-d]pyrimidin-6-yl)-3-phenyl-piperazine-1-carboxylate CN1C(C(=CC2=C1N=C(N=C2)SC)N2C(CN(CC2)C(=O)OC(C)(C)C)C2=CC=CC=C2)=O